C1CC12CCN(CC2)C2=C(C(=O)NC1=NC(=CC=C1)N1C[C@H](OCC1)C)C=CC(=C2)S(=O)(=N)C 2-(6-Azaspiro[2.5]octan-6-yl)-N-(6-((2R)-2-methyl-4-morpholinyl)-2-pyridinyl)-4-(S-methylsulfonimidoyl)benzamide